C1(=CC=CC=C1)C1=NC=2C=C3C(=CC2N=C1C1=CC=CC=C1)C=1C=CC=C2C=CC=C3C12 9,10-diphenylacenaphtho[1,2-g]quinoxaline